5-(2,8-dimethylimidazo[1,2-B]pyridazin-6-yl)-2-(4-piperidinyl)-6H-pyrazolo[4,3-d]pyrimidin-7-one CC=1N=C2N(N=C(C=C2C)C=2NC(C=3C(N2)=CN(N3)C3CCNCC3)=O)C1